CN1C(N(C=2N=C(N(C2C1=O)CC1=CC=C(C=C1)C1=CC=C(C=C1)C=C)NC)C)=O 1,3-dimethyl-8-(methylamino)-7-((4'-vinyl-[1,1'-biphenyl]-4-yl)methyl)-3,7-dihydro-1H-purine-2,6-dione